ClC=1C=CC(=C(C1)C1=CC(=CN=N1)NC1=CC=NC2=CC(=CC=C12)OCCN1CCN(CC1)C(=O)OC(C)(C)C)F tert-butyl 4-{2-[(4-{[6-(5-chloro-2-fluorophenyl)pyridazin-4-yl]amino}quinolin-7-yl)oxy]ethyl}piperazine-1-carboxylate